8-((3R,4S)-4-((6-Isopropylpyridin-2-yl)oxy)-3-methylpiperidin-1-yl)-5-methyl-6-oxo-5,6-dihydro-1,5-naphthyridin-2-carbonitril C(C)(C)C1=CC=CC(=N1)O[C@@H]1[C@@H](CN(CC1)C1=CC(N(C=2C=CC(=NC12)C#N)C)=O)C